o-bromomethylbenzoyl chloride BrCC1=C(C(=O)Cl)C=CC=C1